C(C)(C)(C)OC(=O)N1C2=C(OCC(C1)N)C=C(C(=C2)F)F 3-amino-7,8-difluoro-3,4-dihydrobenzo[b][1,4]oxazepine-5(2H)-carboxylic acid tert-butyl ester